C(#N)/C(/C(=O)O)=C\C1=CN(C2=CC=CC=C12)CC1=CC2=CC=CC=C2C=C1 (E)-2-cyano-3-(1-(naphthalen-2-ylmethyl)-1H-indol-3-yl)acrylic acid